N-((2-(3-((cis)-2,6-dimethylmorpholino)-2,4-difluorophenyl)-1,6-naphthyridin-7-yl)methyl)-4-methyl-3-(methylsulfonyl)benzamide C[C@@H]1O[C@@H](CN(C1)C=1C(=C(C=CC1F)C1=NC2=CC(=NC=C2C=C1)CNC(C1=CC(=C(C=C1)C)S(=O)(=O)C)=O)F)C